COC(=O)C1(CC1)C1=CC=C(C=C1)O.ClC1=C(C(=CC=C1)Cl)CC(=O)NC1=CC(=NC=C1)N(C(C)=O)C1=C(C=C(C=C1)F)F N-{4-[2-(2,6-dichlorophenyl)acetamido]pyridin-2-yl}-N-(2,4-difluorophenyl)acetamide methyl-1-(4-hydroxyphenyl)-cyclopropanecarboxylate